1,3-diethylpyrrolidinium chloride [Cl-].C(C)[NH+]1CC(CC1)CC